ClC1=CC=C(S1)CNC1=C(C(=NN1)C1CCN(CC1)C(=O)OC(C)(C)C)C tert-butyl 4-(5-[(5-chlorothiophen-2-yl)methyl]amino-4-methyl-1H-pyrazol-3-yl)piperidine-1-carboxylate